CN(CCCN(C(C1=CC=CC=C1)=O)C)C N-[3-(dimethylamino)propyl]-N-methylbenzamide